C1NC[C@@H]2C[C@@H](CC[C@H]12)NC(=O)C1(CCN(CC1)C1=CN=NC(=C1)C1=C(C=CC=C1)O)C1=CC=CC=C1 |&1:5| rac-N-[(3aR,7aS)-octahydro-1H-isoindol-5-yl]-1-[6-(2-hydroxyphenyl)pyridazin-4-yl]-4-phenylpiperidine-4-carboxamide